1-bromo-3-(2-chloroethoxy)-2-fluorobenzene BrC1=C(C(=CC=C1)OCCCl)F